F[C@@H](C(=O)OC)C methyl 2-(R)-fluoropropionate